CCCNCCOCCOCCOCCC(=O)[O-] 7,10,13-trioxa-4-azahexadecan-16-oate